C1(=CC=CC=C1)COC(=O)N1CCC2(CC3(CCC3CCN)C2)CC1 (2-aminoethyl)-9-azadispiro[3.1.56.14]Dodecane-9-carboxylic acid phenylmethyl ester